(3-chloro-4-fluorophenyl)-4-{3-(4-chlorophenyl)-1-[2-(4-morpholinyl)ethyl]ureido}benzamide ClC=1C=C(C=CC1F)C1=C(C(=O)N)C=CC(=C1)N(C(=O)NC1=CC=C(C=C1)Cl)CCN1CCOCC1